COC1=CC=C(CN(C2=NC(=NC(=C2)C)C(=O)OCC)CC2=CC=C(C=C2)OC)C=C1 ethyl 4-(bis(4-methoxybenzyl) amino)-6-methylpyrimidine-2-carboxylate